bis(methylamino)bis(cyclopentadienyl)tungsten CN[W](C1C=CC=C1)(C1C=CC=C1)NC